5-bromo-6-tert-butyl-2-chloro-pyridine-3-carboxylic acid BrC=1C=C(C(=NC1C(C)(C)C)Cl)C(=O)O